4-(4-methoxy-4-oxobutoxy)-2-nitro-5-((2-(trimethylsilyl)ethoxy)methoxy)benzoic acid COC(CCCOC1=CC(=C(C(=O)O)C=C1OCOCC[Si](C)(C)C)[N+](=O)[O-])=O